6-[1H-benzimidazol-2-yl(phenyl)methyl]-2-[4-(1-methyl-4-piperidyl)phenyl]thieno[2,3-c]pyridin-7-one N1C(=NC2=C1C=CC=C2)C(N2C(C1=C(C=C2)C=C(S1)C1=CC=C(C=C1)C1CCN(CC1)C)=O)C1=CC=CC=C1